C(C1=CC=CC=C1)(=O)OC1=C(C=CC=C1)S(=O)(=O)O sulfophenol benzoate